O=C1N(N=CC2=CC(=CC=C12)S(=O)(=O)C1=CC=CC=C1)CC=1C=C(C(=O)N)C=CC1 3-((1-oxo-6-(phenylsulfonyl)phthalazin-2(1H)-yl)methyl)benzamide